C12CN(CC(CC1)N2)C2=CC=C(C=N2)C2=NN1C(C=CC(=C1)C=1CCOCC1)=C2C#N (6-(3,8-diazabicyclo[3.2.1]oct-3-yl)pyridin-3-yl)-6-(3,6-dihydro-2H-pyran-4-yl)pyrazolo[1,5-a]pyridine-3-carbonitrile